4-((S)-4-((3-cyclopropylphenyl)sulfonyl)-6-(3-(difluoromethoxy)-5-fluorophenyl)-3,4-dihydro-2H-benzo[b][1,4]oxazin-2-yl)bicyclo[2.2.1]heptane-1-carboxylic acid C1(CC1)C=1C=C(C=CC1)S(=O)(=O)N1C2=C(O[C@H](C1)C13CCC(CC1)(C3)C(=O)O)C=CC(=C2)C2=CC(=CC(=C2)F)OC(F)F